C(=O)O.C(#N)C=1C(=NC=C(C1C1=CC(=C(C=C1)C#N)F)C1=CC(=C(C=C1)OC)O)N1CCC(CC1)NC(C)C1=CC=C(C=C1)/C=C/C(=O)NO (E)-3-(4-(1-((1-(3-Cyano-4-(4-cyano-3-fluorophenyl)-5-(3-hydroxy-4-methoxyphenyl)pyridin-2-yl)piperidin-4-yl)amino)ethyl)phenyl)-N-hydroxyacrylamide formate